C(C1=CC=CC=C1)OC=1C=C(C=CC1CCl)C=1N(C=C(N1)C(F)(F)F)C(C)C 2-(3-(benzyloxy)-4-(chloromethyl)phenyl)-1-isopropyl-4-(trifluoromethyl)-1H-imidazole